zinc chloride hydroxide monohydrate O.[OH-].[Cl-].[Zn+2]